CN1CC2=CC(=CC=C2CC1)N 1,2,3,4-tetrahydro-2-methyl-7-isoquinolinamine